1-ethyl-1H-pyrrole-2-carboxylate C(C)N1C(=CC=C1)C(=O)[O-]